CS(=O)(=O)C1(CC1)C1=CC(=NC(=C1)N1[C@@H](COCC1)C)NC1=CC=NN1C(=O)OC(C)(C)C tert-butyl 5-{[4-(1-methanesulfonylcyclopropyl)-6-[(3R)-3-methylmorpholin-4-yl] pyridin-2-yl] amino}-1H-pyrazole-1-carboxylate